Cl.CN(CC)C Dimethylethyl-amine hydrochloride